N1[C@@H]2[C@H](NCC(C1)CS)CCC2 [(3R,5aR,8aS)-decahydrocyclopenta[b][1,4]diazepin-3-yl]methanethiol